(rac)-((1s,3s)-3-Hydroxy-3-methylcyclobutyl)(6-(3-methyl-5-(trifluoromethyl)phenyl)-2-azaspiro[3.4]octan-2-yl)methanone OC1(CC(C1)C(=O)N1CC2(C1)C[C@@H](CC2)C2=CC(=CC(=C2)C(F)(F)F)C)C |r|